3-carbamoylbenzene-1,2-diaminium chloride [Cl-].C(N)(=O)C1=C(C(=CC=C1)[NH3+])[NH3+].[Cl-]